1-(3-(Aminomethyl)-5-methyl-4-propoxybenzyl)-2-butyl-1H-imidazo[4,5-c]quinolin-4-amine NCC=1C=C(CN2C(=NC=3C(=NC=4C=CC=CC4C32)N)CCCC)C=C(C1OCCC)C